C1(=CC=CC=C1)C(C)C1=NCCC2=CC=CC=C12 1-(1-phenylethyl)-3,4-dihydroisoquinoline